tetrahydro-4-methyl-2-propyl-2h-pyran-4-yl acetate C(C)(=O)OC1(CC(OCC1)CCC)C